FC1=C(C=C(C(=C1)NC1=NC=C(C(=N1)OCC1CCC(CC1)NC)OC)OC)C(=O)N1CCOCC1 (2-fluoro-5-methoxy-4-((5-methoxy-4-(((1R,4R)-4-(methylamino)cyclohexyl)methoxy)pyrimidin-2-yl)amino)phenyl)(morpholino)methanone